(1-methoxy-2-methyl-2-propoxy)zirconium (IV) COCC(C)(O[Zr+3])C